(12aR)-9-bromo-8-(difluoromethoxy)-10-fluoro-6-oxo-3,4,12,12a-tetrahydro-6H-pyrazino[2,1-c][1,4]benzooxazepine-2(1H)-carboxylic acid tert-butyl ester C(C)(C)(C)OC(=O)N1C[C@@H]2COC3=C(C(N2CC1)=O)C=C(C(=C3F)Br)OC(F)F